ClC=1C=C(CCN2CC(N(CC2C)C(=O)OC(C)(C)C)CO)C=CC1 tert-butyl 4-(3-chlorophenethyl)-2-(hydroxymethyl)-5-methylpiperazine-1-carboxylate